(4-formylbenzoyl)-L-proline C(=O)C1=CC=C(C(=O)N2[C@@H](CCC2)C(=O)O)C=C1